(2S)-2-({2-[2-(methylsulfonyl)phenyl][1,2,4]triazolo[1,5-c]quinazolin-5-yl}amino)butanamide CS(=O)(=O)C1=C(C=CC=C1)C1=NN2C(=NC=3C=CC=CC3C2=N1)N[C@H](C(=O)N)CC